N-(3-nitro-4-methoxyphenyl)octanamide [N+](=O)([O-])C=1C=C(C=CC1OC)NC(CCCCCCC)=O